aluminum trideuteride [Al]([2H])([2H])[2H]